C(C1=CC=CC=C1)(=O)C=1CCCN(C1)C(=O)O (+-)-5-benzoyl-2,3-dihydro-1H-pyridine-1-carboxylic acid